N-(4-(2-(4-((2-methoxyethoxy)methoxy)-3-(methylsulfonylamino)phenyl)-1-oxo-1,2,3,4-tetrahydroisoquinolin-6-yl)phenyl)pivalamide COCCOCOC1=C(C=C(C=C1)N1C(C2=CC=C(C=C2CC1)C1=CC=C(C=C1)NC(C(C)(C)C)=O)=O)NS(=O)(=O)C